C(C)(C)(C)N=P1(N(CCCN1C)C)N(CC)CC 2-t-butylimino-2-diethylamino-1,3-dimethyldihydro-1,3,2-diazaphosphine